N[C@H]1[C@H]([C@@]2(CC[C@](C1)(N2C(=O)OC(C)(C)C)C)C)F |r| (±)-tert-butyl (1S,2R,3R,5R)-3-amino-2-fluoro-1,5-dimethyl-8-azabicyclo[3.2.1]octane-8-carboxylate